COC1=CC=2C3=C(NC2C=C1OCCCN1CCCC1)C=CN=C3N3CCC31COCC1 1-{8-methoxy-7-[3-(pyrrolidin-1-yl)propoxy]-5H-pyrido[4,3-b]indol-1-yl}-6-oxa-1-azaspiro[3.4]octane